1-Stearoyl-2-docosahexaenoyl-sn-glycero-3-phosphoethanolamin C(CCCCCCCCCCCCCCCCC)(=O)OC[C@@H](OC(C=CC=CC=CC=CC=CC=CCCCCCCCCC)=O)COP(=O)(O)OCCN